C(C)(C)(C)OC1=CC=C(C=C1)C[C@@H](C(=O)N[C@H](C(=O)N[C@H](C(=O)O)CCC(C)(C)C)CC1=NC=CC=C1)NC(=O)[C@H]1N(CCC1)C(=O)OC(C)(C)C (S)-2-((S)-2-((S)-3-(4-(tert-butoxy)phenyl)-2-((S)-1-(tert-butoxycarbonyl)pyrrolidine-2-carboxamido)propanamido)-3-(pyridin-2-yl)propanamido)-5,5-dimethylhexanoic acid